1-((3aR,5s,6aS)-5-((5-([1,2,4]triazolo[1,5-a]pyridin-6-yl)-4-methoxy-7H-pyrrolo[2,3-d]pyrimidin-2-yl)amino)hexahydrocyclopenta[c]pyrrol-2(1H)-yl)ethan-1-one N=1C=NN2C1C=CC(=C2)C2=CNC=1N=C(N=C(C12)OC)NC1C[C@@H]2[C@@H](CN(C2)C(C)=O)C1